S1C2=C(C=C1)C=C(C=C2)CC2=NC=CC(=C2)N2N=CC=1C(NCCC12)=O 1-(2-(benzo[b]thiophen-5-ylmethyl)pyridin-4-yl)-1,5,6,7-tetrahydro-4H-pyrazolo[4,3-c]pyridin-4-one